quinoxalino[2,3-b]phenazine C1=CC=CC2=NC=3C(=CC4=NC5=CC=CC=C5N=C4C3)N=C12